CC(C)(CCCCCCCCCCCCC(C)(C)C)C 2,2,15,15-Tetramethylhexadecan